{1-[4-Amino-3-(difluoromethyl)-1H-pyrazolo[3,4-d]pyrimidin-1-yl]ethyl}-3-[1-(2-hydroxyethyl)azetidin-3-yl]-4-methoxy-2-methylbenzonitrile NC1=C2C(=NC=N1)N(N=C2C(F)F)C(C)C=2C(=C(C(=C(C#N)C2)C)C2CN(C2)CCO)OC